4-[(2-benzylphenyl)amino]-2-[(6-methoxy-2-methyl-1,2,3,4-tetrahydroisoquinolin-7-yl)amino]pyrimidine-5-carboxamide C(C1=CC=CC=C1)C1=C(C=CC=C1)NC1=NC(=NC=C1C(=O)N)NC1=C(C=C2CCN(CC2=C1)C)OC